C(C)(C)[Si](OC1=CC=C(C=C1)S(=O)Cl)(C(C)C)C(C)C (4-((triisopropylsilyl)oxy)phenyl)Thionyl chloride